C=C(C(=O)NC1=CC=C(C=C1)C(=O)N1C[C@@H](CC1)NC1=NC2=CC=CC=C2C=N1)CC (R)-2-methylene-N-(4-(3-(quinazolin-2-ylamino)pyrrolidine-1-carbonyl)phenyl)butanamide